F[C] Fluoro-carbon